1,5-dimethylpyrazole-3-carbonyl isothiocyanate CN1N=C(C=C1C)C(=O)N=C=S